N-(3-(4-(3-(2,4-dihydroxy-5-isopropylphenyl)-5-hydroxy-4H-1,2,4-triazol-4-yl)phenoxy)propyl)propanamide OC1=C(C=C(C(=C1)O)C(C)C)C1=NN=C(N1C1=CC=C(OCCCNC(CC)=O)C=C1)O